tert-butyl ((S)-1-((2S,4S)-4-hydroxy-2-((4-(4-methylthiazol-5-yl)benzyl)carbamoyl)pyrrolidin-1-yl)-3,3-dimethyl-1-oxobutan-2-yl)carbamate O[C@H]1C[C@H](N(C1)C([C@H](C(C)(C)C)NC(OC(C)(C)C)=O)=O)C(NCC1=CC=C(C=C1)C1=C(N=CS1)C)=O